aluminum yttrium nitrogen [N].[Y].[Al]